7-(7-(8-ethynyl-7-fluoro-3-hydroxynaphthalen-1-yl)-8-fluoro-2-(((2r,7as)-2-fluorohexahydro-1H-pyrrolizin-7a-yl)methoxy)pyrido[4,3-d]pyrimidin-4-yl)-1,3,7-triazaspiro[4.5]decan-2-one C(#C)C=1C(=CC=C2C=C(C=C(C12)C1=C(C=2N=C(N=C(C2C=N1)N1CC2(CNC(N2)=O)CCC1)OC[C@]12CCCN2C[C@@H](C1)F)F)O)F